2-(4-chloro-2-fluorobenzyloxy)-4-(piperazin-1-yl)pyrimidine hydrochloric acid salt Cl.ClC1=CC(=C(COC2=NC=CC(=N2)N2CCNCC2)C=C1)F